BrC=1C=C(C[C@H](N)C(=O)O)C=C(C1OC1=CC(=C(C=C1)O)C(C)C)Br 3,5-dibromo-3'-isopropyl-L-thyronine